(E)-1-(2,4-dihydroxy-6-methoxy-3-(3-methylbut-2-en-1-yl)phenyl)-3-(naphthalen-1-yl)prop-2-en-1-one OC1=C(C(=CC(=C1CC=C(C)C)O)OC)C(\C=C\C1=CC=CC2=CC=CC=C12)=O